[C@H]12CN(C[C@H](CC1)N2)C2=NC(=NC1=C(C(=CC=C21)C2=CC(=CC1=CC=CC=C21)O)F)OCC(=O)OC(C)(C)C tert-butyl 2-((4-((1R,5S)-3,8-diazabicyclo[3.2.1]octan-3-yl)-8-fluoro-7-(3-hydroxynaphthalen-1-yl)quinazolin-2-yl)oxy)acetate